C[C@]12CCC(=O)C=C1CC[C@@H]3[C@@H]2C(=O)C[C@]4([C@H]3CC[C@@]4([C@@H](CO)O)O)C 4-pregnene-17α,20β,21-triol-3,11-dione